ClC=1C(=CC(=C(C(=O)NC2=CC(=CC=C2)S(N)(=O)=O)C1)C1CCOC2=CC(=CC=C12)OC(F)(F)F)C(F)(F)F 5-chloro-2-(7-(trifluoromethoxy)chroman-4-yl)-N-(3-sulfamylphenyl)-4-(trifluoromethyl)benzamide